FC=1C=C(C(=O)NCC2CCC(CC2)C2=NC(=NO2)C2=NC=C(C=C2)C(F)(F)F)C=C(C1OCC1=CC=C(C=C1)OC)F 3,5-difluoro-4-[(4-methoxyphenyl)methoxy]-N-{[(1r,4r)-4-{3-[5-(trifluoromethyl)pyridin-2-yl]-1,2,4-oxadiazol-5-yl}cyclohexyl]methyl}benzamide